N[C@H](C=1OC2=C(N1)C=C(C=C2)[C@@H](COC)N2C(NCC(C2)(F)F)=O)C2CCC(CC2)F 1-((S)-1-(2-((S)-Amino((1r,4S)-4-fluorocyclohexyl)methyl)benzo[d]oxazol-5-yl)-2-methoxyethyl)-5,5-difluorotetrahydropyrimidin-2(1H)-one